Di-isopropyl carbonate C(OC(C)C)(OC(C)C)=O